C1(=CC=C(C=C1)N(C1=C(C=CC=C1)B(O)O)C1=CC=2C(C3=CC=CC=C3C2C=C1)(C)C)C1=CC=CC=C1 (2-([1,1'-biphenyl]-4-yl-(9,9-dimethyl-9H-fluoren-2-yl)amino)phenyl)boronic acid